C(C)(C)C1=C(C=CC=C1)C1N(CCN(C1)CCC1=CC=C(C=C1)OC)C1CC2(C1)CCN(CC2)C(=O)OC(C)(C)C tert-butyl 2-(2-(2-isopropylphenyl)-4-(4-methoxyphenethyl) piperazin-1-yl)-7-azaspiro[3.5]nonane-7-carboxylate